C(CCCCCCCCCCCC(=O)NN)(=O)NN brassylic acid dihydrazide